C(C)(C)(C)OC(CN(CC(=O)O)CCN(CCN(CC(OC(C)(C)C)=O)CC(OC(C)(C)C)=O)CC(OC(C)(C)C)=O)=O 3,6,9-tris(2-(tert-butoxy)-2-oxoethyl)-13,13-dimethyl-11-oxo-12-oxa-3,6,9-triazatetradecane-1-oic acid